CC(C(=O)OCCCCCCCBr)CCCCCCCC(C)C 7-bromoheptyl 2,10-dimethylundecanoate